CCCCC(CCCCC)[SiH](Cl)Cl 5-decyldichlorosilane